2-[2-(2-pentyloxy-ethoxy)-ethoxy]-ethylamine C(CCCC)OCCOCCOCCN